4-{(5aR,6R,7R,8aR)-7-hydroxy-6-[(1E,3R)-3-hydroxy-4-phenoxy-1-buten-1-yl]-5,5a,6,7,8,8a-hexahydro-2H-cyclopenta[b]oxepin-3-yl}butanoic Acid O[C@H]1[C@@H]([C@@H]2[C@H](OCC(=CC2)CCCC(=O)O)C1)\C=C\[C@H](COC1=CC=CC=C1)O